N1C=CC=2C1=NC=C(C2)OC2=C(C(=O)O)C=CC(=C2)N2CCN(CC2)C[C@@H]2N(CC1=CC=CC=C1C2)C(=O)C=2SC=CC2 2-(1H-pyrrolo[2,3-b]pyridin-5-yloxy)-4-(4-{[(3R)-2-(thiophen-2-ylcarbonyl)-1,2,3,4-tetrahydroisoquinolin-3-yl]methyl}piperazin-1-yl)benzoic acid